CC(=CCCCC)C(=O)OCCCC Butyl hept-2-ene-2-carboxylate